4-((3-(2-isopropoxyphenyl)-4-oxo-3,4-dihydro-quinazolin-2-yl)amino)piperidine-1-carboxylic acid tert-butyl ester C(C)(C)(C)OC(=O)N1CCC(CC1)NC1=NC2=CC=CC=C2C(N1C1=C(C=CC=C1)OC(C)C)=O